NC1=NC=CC(=N1)C1=C(N=C(S1)C(C)(C)C)C=1C(=C(C=C(C1)Cl)NS(=O)(=O)CCC)F N-(3-((2-aminopyrimidin-4-yl)-2-(tert-butyl)thiazol-4-yl)-5-chloro-2-fluorophenyl)propane-1-sulfonamide